FC=1C=C2C(=C(NC2=CC1)C(CC(C)C)=O)C=1N=NN(C1)CC1CCN(CC1)CCNS(=O)(=O)C1=CC=C(C=C1)CC(C)C N-(2-(4-((4-(5-fluoro-2-(3-methylbutanoyl)-1H-indol-3-yl)-1H-1,2,3-triazol-1-yl)methyl)piperidin-1-yl)ethyl)-4-isobutylbenzenesulfonamide